OC\C(=C/CNC1=C2N=CN=C2N(C=N1)[C@H]1[C@H](O)[C@@H](O)[C@H](O)[C@H](O1)CO)\C 6-(Z)-(4-hydroxy-3-methylbut-2-en-1-ylamino)-3-β-D-glucopyranosylpurine